FC(C1=NC(=NO1)C1=CC2=C(C(CO2)NC(=O)C2=CC=NN2C)C=C1)F N-(6-(5-(difluoromethyl)-1,2,4-oxadiazol-3-yl)-2,3-dihydrobenzofuran-3-yl)-1-methyl-1H-pyrazole-5-carboxamide